6-chloro-4-(4-chloro-2-fluorophenyl)-2-ethyl-2,3-dihydro-1H-pyrrolo[3,4-c]pyridin-1-one ClC1=CC2=C(C(=N1)C1=C(C=C(C=C1)Cl)F)CN(C2=O)CC